C(C)(C)(C)N(C([O-])=O)C1=CC2=CC(=CC=C2C=C1)S(NC1(CC1)C)(=O)=O.S(=O)(=O)(O)CCCC=1C(=C(C2=CC3=CC=CC=C3[NH+]=C2C1)CCCS(=O)(=O)O)CCCS(=O)(=O)O trissulfopropyl-acridinium tert-butyl-(7-(N-(1-methylcyclopropyl)sulfamoyl)naphthalen-2-yl)carbamate